C(C1=CC=CC=C1)N1CCC(CC1)CCNC(=O)N1[C@@H](CN(CC1)C1=CC(=CC(=C1)F)C#N)C (2R)-N-[2-(1-Benzylpiperidin-4-yl)ethyl]-4-(3-cyano-5-fluorophenyl)-2-methylpiperazin-1-carboxamid